C(C=C)(=O)OCCCCCCCCCCCC[Si](OC)(OC)CCC acryloyloxydodecylpropyldimethoxysilane